C(CC)OCC1CN(CC1)C(=O)OC(C)(C)C tert-Butyl 3-(propoxymethyl)pyrrolidine-1-carboxylate